octylnonylphenyl ether C(CCCCCCC)C=1C(=C(C=CC1)OC1=C(C(=CC=C1)CCCCCCCC)CCCCCCCCC)CCCCCCCCC